The molecule is a 1,2-diacyl-sn-glycero-3-phosphocholine in which the phosphatidyl acyl groups are both oleoyl. It is a conjugate acid of a 1,2-dioleoyl-sn-glycero-3-phosphocholine. CCCCCCCC/C=C\\CCCCCCCC(=O)OC[C@H](COP(=O)(O)OCC[N+](C)(C)C)OC(=O)CCCCCCC/C=C\\CCCCCCCC